(1S,3R,4S)-2-(7-chloro-4-fluoro-1H-indole-2-carbonyl)-N-[(1R)-1-cyano-2-[(3S)-2-oxo-3-piperidyl]ethyl]-5,5-difluoro-2-azabicyclo[2.2.2]octane-3-carboxamide ClC=1C=CC(=C2C=C(NC12)C(=O)N1[C@@H]2CC([C@H]([C@@H]1C(=O)N[C@H](C[C@H]1C(NCCC1)=O)C#N)CC2)(F)F)F